(2S,4R)-1-[(2S)-2-(4-cyclopropyltriazol-1-yl)-3,3-dimethyl-butanoyl]-N-[[2-(1,1-dioxo-1,2-thiazolidin-2-yl)cyclopentyl]methyl]-4-hydroxy-pyrrolidine-2-carboxamide C1(CC1)C=1N=NN(C1)[C@H](C(=O)N1[C@@H](C[C@H](C1)O)C(=O)NCC1C(CCC1)N1S(CCC1)(=O)=O)C(C)(C)C